N'-pyrazin-2-ylcyclopropanecarbohydrazide N1=C(C=NC=C1)NNC(=O)C1CC1